FC1=C(C=CC=C1O)C1=CC=CC(=N1)OC=1C=C(C=CC1)NS(=O)(=O)C1CC1 N-(3-{[6-(2-fluoro-3-hydroxyphenyl)pyridin-2-yl]oxy}phenyl)cyclopropane-sulfonamide